5-(3-methyl-3-azabicyclo[3.1.0]hexan-1-yl)quinoline CN1CC2(CC2C1)C1=C2C=CC=NC2=CC=C1